2-(1-cyclobutyl-4-methoxy-1H-pyrazol-5-yl)-9H-pyrido[4',3':4,5]pyrrolo[2,3-d]pyrimidine C1(CCC1)N1N=CC(=C1C=1N=CC2=C(N1)NC1=C2C=CN=C1)OC